C1(CCC1)OC1=NC(=NC=C1)NC(C1=C(C=C(C=C1)NS(=O)(=O)CCO)N1CCC2(CC2)CC1)=O N-(4-cyclobutoxypyrimidin-2-yl)-4-((2-hydroxyethyl)sulfonamido)-2-(6-azaspiro[2.5]octan-6-yl)benzamide